(2-methyl-4-(2-(pyrrolidin-1-yl)-4-(trifluoromethyl)benzyl)piperazin-1-yl)(1H-1,2,4-triazol-1-yl)methanone CC1N(CCN(C1)CC1=C(C=C(C=C1)C(F)(F)F)N1CCCC1)C(=O)N1N=CN=C1